ClC=1C(=CC=C2N=CC(=NC12)C=1C=NN(C1)CC1CCN(CC1)C(=O)N)OC1=CC2=C(N=C(N2COCC[Si](C)(C)C)C)C=C1 4-[[4-[8-chloro-7-[2-methyl-3-(2-trimethylsilylethoxymethyl)benzimidazol-5-yl]oxy-quinoxalin-2-yl]pyrazol-1-yl]methyl]piperidine-1-carboxamide